OC[C@H]1CN(CCN1)C(=O)OC(C)(C)C |r| tert-butyl (±)-3-(hydroxymethyl)piperazine-1-carboxylate